N1=NC(=NC=C1)C=1C=C(C=CC1C(F)(F)F)NC(=O)N1C2CC(CC1(C2)C=2OC(=NN2)CC)C cis-N-(3-(1,2,4-triazin-3-yl)-4-(trifluoromethyl)phenyl)-1-(5-ethyl-1,3,4-oxadiazol-2-yl)-3-methyl-6-azabicyclo[3.1.1]heptane-6-carboxamide